methyl-17,17-dimethyl-1-oxa-4,6-diazacycloheptadecane-2,7-dione CC1C(OC(CCCCCCCCCC(NCN1)=O)(C)C)=O